4-(AMINOMETHYL)-CYCLOHEXANECARBOXYLIC ACID NCC1CCC(CC1)C(=O)O